5-(4-isobutoxybenzyl)-7-(1-isopropylpiperidin-4-yl)-5,7-diazaspiro[2.5]octan-6-one C(C(C)C)OC1=CC=C(CN2CC3(CC3)CN(C2=O)C2CCN(CC2)C(C)C)C=C1